ClC1=NC=C2C=CN=C(C2=C1)C#CC1=CC=C2C(C(NC2=C1)=O)(C)C 6-((7-chloro-2,6-naphthyridin-1-yl)ethynyl)-3,3-dimethylindolin-2-one